NCCCC1=C2CN(C(C2=CC=C1)=O)C1C(NC(CC1)=O)=O 3-(4-(3-aminopropyl)-1-oxoisoindolin-2-yl)piperidine-2,6-dione